C(C)(C)C1=NN=C(N1C1CC2CCC(C1)N2CC[C@@H](C2=CC=CC=C2)NC(=O)C2CCC(CC2)(F)F)C N-{(1S)-3-[3-(3-Isopropyl-5-methyl-4H-1,2,4-triazol-4-yl)-exo-8-azabicyclo[3.2.1]oct-8-yl]-1-phenylpropyl}-4,4-difluorocyclohexanecarboxamide